CC=1SC(=C(N1)C)CN1C(=NC2=C1C=CC(=C2)F)N2C[C@H]([C@@H](CC2)F)N (3R,4R)-1-(1-((2,4-Dimethylthiazol-5-yl)methyl)-5-fluoro-1H-benzo[d]imidazol-2-yl)-4-fluoropiperidin-3-amin